ClC1=CC=C2C(=C(NC2=C1Cl)CNC=1SC(=NN1)C)C=1C=NNC1 N-[[6,7-dichloro-3-(1H-pyrazol-4-yl)-1H-indol-2-yl]methyl]-5-methyl-1,3,4-thiadiazol-2-amine